6'-fluoro-6-methyl-1'H-1,2'-bibenzo[d]imidazole FC=1C=CC2=C(NC(=N2)N2C=NC3=C2C=C(C=C3)C)C1